[2H][Al-]([2H])([2H])[2H].[Li+] lithium tetradeuterioalumanuide